6-chloro-2,3,4,9-tetrahydro-1H-carbazole-1-carboxylic acid ethyl ester C(C)OC(=O)C1CCCC=2C3=CC(=CC=C3NC12)Cl